5-oxotetrahydrofuran-2-yl 3,3-dimethylbutanoate CC(CC(=O)OC1OC(CC1)=O)(C)C